O=C(C(=O)N)N1[C@H](CC[C@@H](C1)C)C=1C=C2CCN(CC2=CC1)C |r| 2-oxo-2-[rac-(2R,5S)-5-methyl-2-(2-methyl-3,4-dihydro-1H-isoquinolin-6-yl)-1-piperidyl]acetamide